(tert-butoxycarbonyl)-L-valyl-L-cysteine methyl ester COC([C@@H](NC([C@@H](NC(=O)OC(C)(C)C)C(C)C)=O)CS)=O